ClC1=CC=C(C=C1)C(CN1N=CN=C1)=O 1-(4-chlorophenyl)-2-(1H-1,2,4-triazol-1-yl)ethanone